2-(2-formyl-3-hydroxyphenyl)ethyl N-{5-[(1S,3R)-3-[(isopropylcarbamoyl)oxy]cyclopentyl]-1H-pyrazol-3-yl}carbamate C(C)(C)NC(=O)O[C@H]1C[C@H](CC1)C1=CC(=NN1)NC(OCCC1=C(C(=CC=C1)O)C=O)=O